O=C1NC(CCC1N1C(C2=CC=C(C=C2C1)NC(=O)C=1C(=C2C(=NC1)N(C=C2)C)F)=O)=O N-[2-(2,6-dioxopiperidin-3-yl)-1-oxo-3H-isoindol-5-yl]-4-fluoro-1-methylpyrrolo[2,3-b]pyridine-5-carboxamide